FC(C=1C=C(C=CC1)NC(=O)[C@@H]1[C@@H]([C@H]2CC[C@@H]1C2)NC(=O)C=2C(=CC(=C(OC1CCC(CC1)C(=O)OCC)C2)F)OC)F Ethyl (1S,4s)-4-(5-(((1S,2R,3S,4R)-3-((3-(difluoromethyl)phenyl)carbamoyl)bicyclo[2.2.1]heptan-2-yl)carbamoyl)-2-fluoro-4-methoxyphenoxy)cyclohexane-1-carboxylate